(4-amino-3-methoxypyrazol-1-yl)ethanol NC=1C(=NN(C1)C(C)O)OC